2-fluoro-4-(cyano)-9H-carbazole FC1=CC=2NC3=CC=CC=C3C2C(=C1)C#N